FC(C(=O)O)(F)F.NC=1N=CN(C(C1C(=O)NC=1C=NC=C(C1)C1NC(C1)C)=O)C1=C(C=C(C=C1Cl)OC)Cl 4-amino-1-(2,6-dichloro-4-methoxyphenyl)-N-(5-(4-methylazetidin-2-yl)pyridin-3-yl)-6-oxo-1,6-dihydropyrimidine-5-carboxamide trifluoroacetate